C(C)(C)(C)O[C@H]1[C@@H](C[C@H]2N(CCC3=CC(=C(C=C23)OC)OCC2(CC2)C#N)C1)O 1-((((2R,3R,11bR)-3-(tert-butoxy)-2-hydroxy-10-methoxy-1,3,4,6,7,11b-hexahydro-2H-pyrido[2,1-a]isoquinolin-9-yl)oxy)methyl)cyclopropane-1-carbonitrile